[13C](C)#N acetonitrile-1-13C